2-(7-((2S,5R)-4-(1-(2-cyclopropylpyrimidin-5-yl)ethyl)-2,5-diethylpiperazin-1-yl)-4-methyl-5-oxo-4,5-dihydro-2H-pyrazolo[4,3-b]pyridin-2-yl)acetonitrile C1(CC1)C1=NC=C(C=N1)C(C)N1C[C@@H](N(C[C@H]1CC)C=1C=2C(N(C(C1)=O)C)=CN(N2)CC#N)CC